Cl.C(C1=CC=CC=C1)(=O)N1CCC(CC1)CCCCNC(\C=C\C=1C=NC=CC1)=O (E)-N-(4-(1-benzoylpiperidin-4-yl)butyl)-3-(pyridin-3-yl)acrylamide hydrochloride